2-(aminomethyl)-2-(3-fluoro-5-(9-isopropyl-9H-purin-6-yl)phenyl)-3-methylbutanoic acid ethyl ester hydrochloride Cl.C(C)OC(C(C(C)C)(C1=CC(=CC(=C1)C1=C2N=CN(C2=NC=N1)C(C)C)F)CN)=O